O[C@@H]1[C@H](CCC1)CC1=CC=C(C=C1)[C@@H](C(=O)O)C (2S)-2-(4-{[(1R,2S)-2-hydroxycyclopentyl]methyl}phenyl)propionic acid